2-chloro-4-(8-(4-(2-(1-(2-(2,6-dioxopiperidin-3-yl)-1,3-dioxoisoindolin-5-yl)piperidin-4-yl)-2,6-diazaspiro[3.4]octane-6-carbonyl)phenyl)-2,8-diazaspiro[4.5]decan-2-yl)benzonitrile ClC1=C(C#N)C=CC(=C1)N1CC2(CC1)CCN(CC2)C2=CC=C(C=C2)C(=O)N2CC1(CN(C1)C1CCN(CC1)C=1C=C3C(N(C(C3=CC1)=O)C1C(NC(CC1)=O)=O)=O)CC2